7-(3-methylpyrazin-2-yl)-1H-indole-3-sulphonyl chloride CC=1C(=NC=CN1)C=1C=CC=C2C(=CNC12)S(=O)(=O)Cl